5-fluoro-3-[(4-methoxyphenyl)methoxy]-2-nitro-aniline FC=1C=C(C(=C(N)C1)[N+](=O)[O-])OCC1=CC=C(C=C1)OC